Methyl 5-((3-chlorophenyl)amino)benzo[h][1,6]naphthyridine-8-carboxylate ClC=1C=C(C=CC1)NC1=C2C=CC=NC2=C2C(=N1)C=C(C=C2)C(=O)OC